OC[N+](CC)(CO)CO N,N,N-tris(hydroxymethyl)-ethanaminium